N-TERT.-BUTYL-2-PYRROLIDONE C(C)(C)(C)N1C(CCC1)=O